OC1=CC=C(C=C1)CC(=O)[O-].OC1=CC=C(C=C1)CC(=O)[O-].C(CCC)[Sn+2]CCCC dibutyltin bis-(4-hydroxyphenylacetate)